C[C@H](CCC=C(C)C)[C@H]1CC[C@@H]2[C@@]1(CCC3=C2CC[C@@H]4[C@@]3(CC[C@@H]([C@]4(C)C(=O)[O-])O)C)C The molecule is a 3beta-hydroxy-4alpha-methylsteroid-4beta-carboxylate resulting from the deprotonation of the carboxy group of 3beta-hydroxy-4alpha-methyl-5alpha-cholesta-8,24-diene-4beta-carboxylic acid. The major species at pH 7.3. It is a conjugate base of a 3beta-hydroxy-4alpha-methyl-5alpha-cholesta-8,24-diene-4beta-carboxylic acid.